BrC=1C=C2CN(C(C2=C(C1)C)=O)CC1=CC=C(C=C1)OC 5-bromo-2-(4-methoxybenzyl)-7-methylisoindolin-1-one